CN1N=C2C=CC(=C(C2=C1)C)C=1N=NC(=C2C1SC=C2)NC2C[C@@H]1[C@@H](CN(C1)CC1CCOCC1)C2 7-(2,4-dimethyl-2H-indazol-5-yl)-N-((3aR,5s,6aS)-2-((tetrahydro-2H-pyran-4-yl)methyl)octahydrocyclopenta[c]pyrrol-5-yl)thieno[2,3-d]pyridazin-4-amine